diethyl-4-bromopyridine-2,6-dicarboxylic acid C(C)C=1C(=C(C(=NC1C(=O)O)C(=O)O)CC)Br